C(C)(C)(C)OC(N(C(CCC#C[Si](C(C)C)(C(C)C)C(C)C)C(F)F)CC=C)=O allyl-N-[1-(difluoromethyl)-5-triisopropylsilyl-pent-4-ynyl]carbamic acid tert-butyl ester